3-Amino-6-chloro-5-(4-fluorophenyl)pyrazine-2-carboxylic acid methyl ester COC(=O)C1=NC(=C(N=C1N)C1=CC=C(C=C1)F)Cl